[I].N[C@@H]([C@H](O)C)C(=O)O threonine iodine